O1C=C(C2=C1C=CC=C2)C2=C(C=CC=C2N2CCOCC2)CS(=O)(=O)NCCB(O)O (R)-(2-(benzofuran-3-yl)-1-(3-morpholinophenyl)methanesulfonamido)ethylboronic acid